NC=1C2=C(N=CN1)N(C=C2C2=C(C=C(C=C2)NC(CC2=CC=C(C=C2)C(F)(F)F)=O)C)C N-(4-(4-amino-7-methyl-7H-pyrrolo[2,3-d]pyrimidin-5-yl)-3-methylphenyl)-2-(4-(trifluoromethyl)phenyl)acetamide